C1(CC1)[C@]1(C(N(C[C@H]1C)C=1C=2N(C=C(N1)C=1C(=NN(C1C)C)C)N=CC2)=O)C#N (3R,4S)-3-cyclopropyl-4-methyl-2-oxo-1-[6-(1,3,5-trimethylpyrazol-4-yl)pyrazolo[1,5-a]pyrazin-4-yl]pyrrolidine-3-carbonitrile